BrC=1C(=CC(N(C1)[C@H](C(=O)N[C@@H](CC(=O)OCC)C=1C=C(C=C(C1F)C1CC1)C1=C(C=C(C=C1C)C)CCCCC=C)CC=C)=O)C(F)(F)F Ethyl (S)-3-((S)-2-(5-bromo-2-oxo-4-(trifluoromethyl)pyridin-1(2H)-yl)pent-4-enamido)-3-(5-cyclopropyl-4-fluoro-2'-(hex-5-en-1-yl)-4',6'-dimethyl-[1,1'-biphenyl]-3-yl)propanoate